NC1(CCN(CC1)C1=C(N=C2C(=N1)NN=C2C2=C(C(=CC=C2)Cl)Cl)C=O)C 6-(4-amino-4-methylpiperidin-1-yl)-3-(2,3-dichlorophenyl)-1H-pyrazolo[3,4-b]Pyrazine-5-carbaldehyde